1-(5-chloro-1H-indol-3-yl)-3-(3,5-difluoro-4-(1-(2-((trifluoromethyl)thio)ethyl)-1,2,3,6-tetrahydropyridin-4-yl)phenyl)urea ClC=1C=C2C(=CNC2=CC1)NC(=O)NC1=CC(=C(C(=C1)F)C=1CCN(CC1)CCSC(F)(F)F)F